CC/C=C\\CC(=O)/C=C/C=C\\C=C\\C=C\\[C@H]([C@H](C/C=C\\CCC(=O)O)O)O The molecule is a resolvin that is docosa-4Z,9E,11E,13Z,15E,19Z-hexaenoic acid which is substituted by hydroxy groups at the 7 and 8 positions as well as an oxo group at the 17-position (the 7S,8R-stereoisomer). It has a role as a human xenobiotic metabolite. It is a diol, an oxo fatty acid, a resolvin, an enone, a secondary allylic alcohol and a hydroxy polyunsaturated fatty acid. It is a conjugate acid of a 17-oxoresolvin D1(1-).